C(=C)C=1SSC=CC1 vinyl-dithiine